2-(3-bromophenyloxy)-9-(4-(tert-butyl)pyridin-2-yl)-9H-carbazole BrC=1C=C(C=CC1)OC1=CC=2N(C3=CC=CC=C3C2C=C1)C1=NC=CC(=C1)C(C)(C)C